{3-[(3-acetyl-6-chloro-4-methoxypyridin-2-yl)oxy]propyl}carbamic acid tert-butyl ester C(C)(C)(C)OC(NCCCOC1=NC(=CC(=C1C(C)=O)OC)Cl)=O